NC=1C(=NN(C1)CCOCCOCCOCCOCCOCCOCCO)OC 2-[2-[2-[2-[2-[2-[2-(4-amino-3-methoxy-pyrazol-1-yl)ethoxy]ethoxy]ethoxy]ethoxy]ethoxy]ethoxy]ethanol